C(N)([O-])=O.[NH4+] ammonium carbamate